4-(6-(Methoxymethyl)-7-(4-(piperazin-1-yl)phenyl)imidazo[1,2-b]pyridazin-3-yl)quinolone COCC=1C(=CC=2N(N1)C(=CN2)C2=CC(NC1=CC=CC=C21)=O)C2=CC=C(C=C2)N2CCNCC2